Methylbismuth Diformate C(=O)[O-].C(=O)[O-].C[Bi+2]